C1(=CC=C(C=C1)C1=NC(=CC(=N1)C1=C(C=CC(=C1)Cl)C1=CC=CC2=C1OC1=C2C=CC=C1)C1=CC=CC=C1)C1=CC=CC=C1 2-([1,1'-biphenyl]-4-yl)-4-(5-chloro-2-(dibenzo[b,d]furan-4-yl)phenyl)-6-phenylpyrimidine